O=C1NC(CCC1N1C(N(C2=C1C=CC(=C2)N(C)CC2CCN(CC2)C(=O)OC(C)(C)C)C)=O)=O tert-butyl 4-(((1-(2,6-dioxopiperidin-3-yl)-3-methyl-2-oxo-2,3-dihydro-1H-benzo[d]imidazol-5-yl)(methyl)amino)methyl)piperidine-1-carboxylate